6-chloro-2-(3-(fluoromethyl)-1H-1,2,4-triazol-5-yl)-5-methoxy-1-methyl-3-(1H-pyrazol-4-yl)-1H-pyrrolo-[3,2-b]pyridine ClC=1C=C2C(=NC1OC)C(=C(N2C)C2=NC(=NN2)CF)C=2C=NNC2